C(C)(C)(C)OC(=O)NCC=1C=CC(=C(C(=O)N[C@H](C)C2=CC(=NC3=CC=CC=C23)C2=CC(=CN2)C(=O)OC)C1)C methyl (R)-5-(4-(1-(5-(((tert-butoxycarbonyl)amino)methyl)-2-methylbenzamido) ethyl)quinolin-2-yl)-1H-pyrrole-3-carboxylate